C(C)OC(CC[C@H](C)O)=O (S)-4-hydroxyvaleric acid ethyl ester